3-(5-(6-(ethylamino)pyridazin-3-yl)-1-oxoisoindolin-2-yl)piperidine-2,6-dione C(C)NC1=CC=C(N=N1)C=1C=C2CN(C(C2=CC1)=O)C1C(NC(CC1)=O)=O